NC1=C(C(=CC=C1)F)C=1C(=CC2=C(N(C(N=C2N2C[C@@H](N([C@@H](C2)C)C(C=C)=O)C)=O)C=2C(=NC(=CC2C)N)C(C)C)N1)F 7-(2-Amino-6-fluoro-phenyl)-1-(6-amino-2-isopropyl-4-methyl-3-pyridyl)-4-[(3S,5R)-3,5-dimethyl-4-prop-2-enoyl-piperazin-1-yl]-6-fluoro-pyrido[2,3-d]pyrimidin-2-one